C(C)(C)(C)OC(NC(C)C1=NC=NN1C=1SC(=CN1)C#N)=O {1-[1-(5-cyano-1,3-thiazol-2-yl)-1H-1,2,4-triazol-5-yl]ethyl}carbamic acid tert-butyl ester